ClC1=C(C(=CC(=C1)NC([C@H](COC)C1=CC=C(C=C1)S(=O)(=O)C)=O)Cl)C1=CC=C(C=C1)S(=O)(=O)C1CC1 (S)-N-(2,6-dichloro-4'-(cyclopropylsulfonyl)-[1,1'-biphenyl]-4-yl)-3-methylOxy-2-(4-(methylsulfonyl)phenyl)propanamide